[NH4+].P(=O)([O-])(O)O phosphate monoammonium